CC=1C(=NC=C(C1)C)N1CC(NCC1)C 1-(3,5-dimethylpyridin-2-yl)-3-methylpiperazine